CC1=C(C=CC=C1C1=NN=C(O1)C1=CC=C(CNCC(=O)O)C=C1)C1=CC=CC=C1 (4-(5-(2-methyl-[1,1'-biphenyl]-3-yl)-1,3,4-oxadiazol-2-yl)benzyl)-glycine